C(C)C1(NC(N(C(C1)=O)[C@H](CCC)C=1C=C(C(=O)N[C@H]2[C@](COC3=CC=CC=C23)(C)O)C=CC1)=N)CC 3-[(1R)-1-(4,4-diethyl-2-imino-6-oxo-hexahydropyrimidin-1-yl)butyl]-N-[(3S,4R)-3-hydroxy-3-methyl-chroman-4-yl]benzamide